CSC=CC(=O)C1=CC=C(C=C1)[N+](=O)[O-] 3-(methylsulfanyl)-1-(4-nitrophenyl)prop-2-en-1-one